FC=1C=C(C(=O)NC2=CC=C(C=C2)C(\C=C\C2=CC(=C(C=C2)C)O)=O)C=C(C1)F 3,5-Difluoro-N-[4-[(E)-3-(3-hydroxy-4-methylphenyl)prop-2-enoyl]phenyl]benzamide